(3-((1R,4R)-4-((Dimethylamino)methyl)-cyclohexyl)-1,2,3-oxadiazol-3-ium-5-yl)((3-(1,2,3,4-tetrahydronaphthalene-1-carboxamido)-5-(trifluoromethyl)phenyl)carbamoyl)amide CN(C)CC1CCC(CC1)[N+]1=NOC(=C1)[N-]C(NC1=CC(=CC(=C1)C(F)(F)F)NC(=O)C1CCCC2=CC=CC=C12)=O